CON(C(CC1N(CCOC1)C(=O)OC(C)(C)C)=O)C tert-butyl 3-[2-[methoxy(methyl)amino]-2-oxo-ethyl]morpholine-4-carboxylate